C1(=CC=C(C=C1)N1C(N(C2=NC=CC=C21)[C@@H]2CN(CC2)CC=2N(C=CN2)C)=O)C2=CC=CC=C2 (S)-1-([1,1'-biphenyl]-4-yl)-3-(1-((1-methyl-1H-imidazol-2-yl)methyl)pyrrolidin-3-yl)-1,3-dihydro-2H-imidazo[4,5-b]pyridin-2-one